CN(CCNC(=O)C=1N=C(OC1C1=C(C=CC=C1)[N+](=O)[O-])C1=CC=C(C=C1)OC)C (2-(dimethylamino)ethyl)-2-(4-methoxyphenyl)-5-(2-nitrophenyl)oxazole-4-carboxamide